FC=1C=CC(=NC1)C1=CN(C2=NC=CC(=C21)N2C[C@H](CCC2)N(C(OC(C)(C)C)=O)C)COCC[Si](C)(C)C tert-butyl N-[(3S)-1-[3-(5-fluoro-2-pyridyl)-1-(2-trimethylsilylethoxymethyl) pyrrolo[2,3-b]pyridin-4-yl]-3-piperidyl]-N-methyl-carbamate